2,2,2-trifluoroethanesulfonyl chloride FC(CS(=O)(=O)Cl)(F)F